(4-chlorophenyl)-2-vinylcyclopropane-1-carboxylic acid ClC1=CC=C(C=C1)C1(C(C1)C=C)C(=O)O